6-[5-(6-methylpyridin-2-yl)-1H-pyrazol-4-yl]-1-[4-(1,2,3,6-tetrahydropyridin-4-yl)phenyl]benzotriazole CC1=CC=CC(=N1)C1=C(C=NN1)C=1C=CC2=C(N(N=N2)C2=CC=C(C=C2)C=2CCNCC2)C1